N1C(NC=2N=NC=3C=CC=CC3C21)=O dihydro-2H-imidazo[4,5-c]cinnolin-2-one